C(C)(C)(C)OC(=O)N(C(OC(C)(C)C)=O)C\C=C\SC1=CC=C(C=C1)OC(F)(F)F Tert-butyl N-[(tert-butoxy) carbonyl]-N-[(2E)-3-{[4-(trifluoromethoxy) phenyl]-thio} prop-2-en-1-yl]-carbamate